FC1=CC=C(OC=2C=NC=3CCN(CC3C2)C2=C(C(=CN=N2)C)C)C=C1 6-(3-(4-fluorophenoxy)-7,8-dihydro-1,6-naphthyridin-6(5H)-yl)-4,5-dimethylpyridazine